Cl.ClC=1C=C(C=CC1F)C#CC(C)NC(=O)N1CCNCC1 N-(4-(3-chloro-4-fluorophenyl)-but-3-yn-2-yl)piperazine-1-carboxamide hydrochloride